N,N'-di-alanyl-cystine N[C@@H](C)C(=O)N[C@@H](CSSC[C@@H](C(=O)O)NC([C@@H](N)C)=O)C(=O)O